C(C)[C@H](C#N)[C@H](CC[C@@H](C)[C@H]1CC[C@H]2[C@@H]3CC[C@H]4C[C@](CC[C@@]4([C@H]3CC[C@]12C)C)(O)CC)O (2R,3S,6R)-2-ethyl-6-((3S,5S,8R,9S,10S,13R,14S,17R)-3-ethyl-3-hydroxy-10,13-dimethylhexadecahydro-1H-cyclopenta[a]phenanthren-17-yl)-3-hydroxyheptanenitrile